C1(=CC=C(C=C1)[B-](C1=CC=C(C=C1)C)(C1=CC=C(C=C1)C)C1=CC=C(C=C1)C)C.C[NH+](CCCCCCCCCCCCCCCCCC)CCCCCCCCCCCCCCCCCC methyldioctadecyl-ammonium tetrakis(p-tolyl)borate